2,7-Dimethylacridin-3,6-diamin CC1=CC2=CC3=CC(=C(C=C3N=C2C=C1N)N)C